(2R,4R)-1-(3-chloro-2-fluorobenzyl)-4-((4-(dimethylcarbamoyl)-3,5-difluoro-6-((5-methyl-1H-pyrazol-3-yl)amino)pyridin-2-yl)-methyl)-2-methylpiperidine-4-carboxylic acid ClC=1C(=C(CN2[C@@H](C[C@@](CC2)(C(=O)O)CC2=NC(=C(C(=C2F)C(N(C)C)=O)F)NC2=NNC(=C2)C)C)C=CC1)F